NC1=C(C=C(C(=N1)Cl)C1=CC=C(C=C1)N1CCN(CC1)C(=O)OC(C)(C)C)C=1C=C2CCNC(C2=CC1)=O tert-butyl 4-(4-(6-amino-2-chloro-5-(1-oxo-1,2,3,4-tetrahydroisoquinolin-6-yl)pyridin-3-yl)phenyl)piperazine-1-carboxylate